(1S,3R,4S)-N-[(1S)-1-cyano-2-[(3S)-2-oxo-3-piperidyl]ethyl]-2-[(2R)-2-(2,5-difluoroanilino)propanoyl]-5,5-difluoro-2-azabicyclo[2.2.2]octane-3-carboxamide C(#N)[C@H](C[C@H]1C(NCCC1)=O)NC(=O)[C@@H]1N([C@@H]2CC([C@H]1CC2)(F)F)C([C@@H](C)NC2=C(C=CC(=C2)F)F)=O